methyl 2-((2-(4-methoxyphenyl)prop-1-en-1-yl)oxy)propanoate COC1=CC=C(C=C1)C(=COC(C(=O)OC)C)C